BrCC1=CC=C(C=C1)F 1-(bromomethyl)-4-fluoro-benzene